N-[(2-amino-3-pyridyl)sulfonyl]-6-(3,5-difluoro-2-methoxy-phenyl)-2-[(4S)-2,2,4-trimethylpyrrolidin-1-yl]pyridine-3-carboxamide NC1=NC=CC=C1S(=O)(=O)NC(=O)C=1C(=NC(=CC1)C1=C(C(=CC(=C1)F)F)OC)N1C(C[C@@H](C1)C)(C)C